2-(3,5-Dichloro-4-((1-(cyclohex-1-en-1-yl)-6-oxo-1,6-dihydropyridin-3-yl)oxy)phenyl)-3,5-dioxo-2,3,4,5-tetrahydro-1,2,4-triazine-6-carbonitrile ClC=1C=C(C=C(C1OC1=CN(C(C=C1)=O)C1=CCCCC1)Cl)N1N=C(C(NC1=O)=O)C#N